ClC1=CC=C(C(=N1)C(CN(C)C)NC)[N+](=O)[O-] 1-(6-chloro-3-nitropyridin-2-yl)-N1,N2,N2-Trimethylethane-1,2-diamine